4-[1-(trideuteriomethyl)-1,2,4-triazol-3-yl]pyridine [2H]C(N1N=C(N=C1)C1=CC=NC=C1)([2H])[2H]